1,5-bis(methoxydimethylsilyl)pentane CO[Si](CCCCC[Si](C)(C)OC)(C)C